C(C)(C)(C)OC(=O)N1N=C(C=C1)O[C@H]1[C@H](C1)C(F)(F)F.ClC1(C(OC1)CBr)Cl 3,3-dichloro(bromo)methyloxetane tert-Butyl-3-((cis)-2-(trifluoromethyl)cyclopropoxy)-1H-pyrazole-1-carboxylate